N1C=CC2=CC(=CC=C12)B(O)O 1H-indole-5-boronic acid